(5R)-2-[(3-bromo-2-fluorophenyl)methyl]-3-(hydroxymethyl)-5-methyl-3-nitropyrrolidine-1-carboxylic acid benzyl ester C(C1=CC=CC=C1)OC(=O)N1C(C(C[C@H]1C)([N+](=O)[O-])CO)CC1=C(C(=CC=C1)Br)F